(S)-4-chloro-3'-[2-(1-cyclopropyl-ethyl)-1-oxo-2,3-dihydro-1H-isoindol-5-yloxymethyl]-biphenyl-3-carboxylic acid methyl ester COC(=O)C=1C=C(C=CC1Cl)C1=CC(=CC=C1)COC=1C=C2CN(C(C2=CC1)=O)[C@@H](C)C1CC1